CC1C(C1)(C(=O)O)C(=O)OCC1=CC=CC=C1 methyl-1-(benzyloxycarbonyl)cyclopropanecarboxylic acid